(R)-2-(6-(4-(2-((2-oxaspiro[3.3]heptan-6-yl)oxy)-5-fluorophenyl)piperidin-1-yl)-2-azaspiro[3.4]octan-2-yl)-1,3,4-oxadiazole C1OCC12CC(C2)OC2=C(C=C(C=C2)F)C2CCN(CC2)[C@H]2CC1(CN(C1)C=1OC=NN1)CC2